FC=1C(=CC(=C(C(=O)NC2=CC=NN2C)C1)O[C@H](C(F)(F)F)C)N1N=C2N(CCCC2)C1=O 5-fluoro-N-(1-methyl-1H-pyrazol-5-yl)-4-(3-oxo-5,6,7,8-tetrahydro[1,2,4]triazolo[4,3-a]pyridin-2(3H)-yl)-2-{[(2S)-1,1,1-trifluoropropan-2-yl]oxy}benzamide